(S)-N-(1-((3,5,6-trichloropyridin-2-yl)oxy)propan-2-yl)-5-chloro-2-methyl-6-difluoromethylpyrimidin-4-amine ClC=1C(=NC(=C(C1)Cl)Cl)OC[C@H](C)NC1=NC(=NC(=C1Cl)C(F)F)C